indolizin-4-ium perchlorate Cl(=O)(=O)(=O)[O-].C=1C=C[NH+]2C=CC=CC12